C(C1=CC=CC=C1)N1C2=CC=C(C=C2C=2C3(NC4=CC=CC=C4C21)C(N(C2=CC=CC=C23)CC2=CC=C(C=C2)C)=O)Cl (+)-11'-Benzyl-8'-chloro-1-(4-methylbenzyl)-5',11'-dihydrospiro[indoline-3,6'-indolo[3,2-c]quinolin]-2-one